OCCCCCN(CCCC(=O)N(CCCCCCCCCC)CCCCCCCCCC)CCCC(=O)N(CCCCCCCCCC)CCCCCCCCCC 4,4'-((5-Hydroxypentyl)azanediyl)bis(N,N-didecylbutanamide)